CSCCC(C(=O)O)O 4-methylsulfanyl-2-hydroxy-butyric acid